4-(aminomethyl)norbornane-1-carboxylic acid NCC12CCC(CC1)(C2)C(=O)O